tert-butyl trans-3-(3-cyano-1H-pyrazol-1-yl)-4-(4-(trifluoromethyl)benzyloxy)pyrrolidine-1-carboxylate C(#N)C1=NN(C=C1)[C@@H]1CN(C[C@H]1OCC1=CC=C(C=C1)C(F)(F)F)C(=O)OC(C)(C)C